4-(((E-4-methylbenzylidene)amino)-2,5-dioxopiperazin-1-yl)-7-oxo-6-(2-phenylacetamido)-4-thia-1-azabicyclo[3.2.0]heptane-3-carboxylate CC1=CC=C(\C=N\C2C(N(CC(N2)=O)S2C(CN3C(C(C23)NC(CC2=CC=CC=C2)=O)=O)C(=O)[O-])=O)C=C1